(R)-5-(3-Chloroprop-1-en-2-yl)-2-methylcyclohex-2-enone ClCC(=C)[C@@H]1CC=C(C(C1)=O)C